Cl.NCCC(=O)NCC1=C(C=C(C=C1)OC)OC 3-amino-N-(2,4-dimethoxybenzyl)propanamide hydrochloride